ClC=1C=C(C(=NC1)C)N[C@@H](C)C1=CC=C(S1)C(=O)N[C@H](C(=O)NC12CC(C1)(C2)F)CC2CCCC2 (2S)-2-({5-[(1S)-1-[(5-chloro-2-methylpyridin-3-yl)amino]ethyl]thiophen-2-yl}formamido)-3-cyclopentyl-N-{3-fluorobicyclo[1.1.1]pentan-1-yl}propanamide